Bicyclo[1.1.1]pentane-1,3-diylbis(2,5,8,11-tetraoxatridecane-1,13-diyl) dimethanesulfonate CS(=O)(=O)OCCOCCOCCOCCOCC12CC(C1)(C2)COCCOCCOCCOCCOS(=O)(=O)C